N-(4-(4-amino-3-(3-fluoro-4-((4-methylpyrimidin-2-yl)oxy)phenyl)-7-(thiazol-2-yl)thieno[3,2-c]pyridin-2-yl)-3-methylphenyl)methacrylamide NC1=NC=C(C2=C1C(=C(S2)C2=C(C=C(C=C2)NC(C(=C)C)=O)C)C2=CC(=C(C=C2)OC2=NC=CC(=N2)C)F)C=2SC=CN2